1-(cyanomethyl)-3-(5-((2,3-dihydrobenzo[b][1,4]dioxin-5-yl)amino)-7-(methylamino)pyrazolo[1,5-a]pyrimidin-3-yl)urea C(#N)CNC(=O)NC=1C=NN2C1N=C(C=C2NC)NC2=CC=CC=1OCCOC12